ClC1=NC(=NC2=CC(=C(C=C12)C1CCC(CC1)C(=O)OC)OC)C methyl (1R,4R)-4-(4-chloro-7-methoxy-2-methylquinazolin-6-yl)cyclohexane-1-carboxylate